(morpholin-4-yl)ethan-1-one N1(CCOCC1)C(C)=O